magnesium tetraphenyl-porphyrine C1(=CC=CC=C1)C1=C2C=CC(C(=C3C=CC(=C(C=4C=CC(=C(C5=CC=C1N5)C5=CC=CC=C5)N4)C4=CC=CC=C4)N3)C3=CC=CC=C3)=N2.[Mg]